2-[(3S)-3-methylpiperazin-1-yl]-5-(trifluoromethyl)pyrimidine C[C@H]1CN(CCN1)C1=NC=C(C=N1)C(F)(F)F